CO[C@H]1C[C@@H]([C@@H](C1)NC(OCC1=CC=CC=C1)=O)C(NC1=CC(=CC=C1)S(=O)(=O)C(F)(F)F)=O |r| rac-Benzyl ((1R,2S,4S)-4-methoxy-2-((3-((trifluoromethyl)sulfonyl)phenyl)carbamoyl)cyclopentyl)carbamate